(2S,5S)-9-Fluoro-2,3,4,5-tetrahydro-2,5-methanopyrido[3,4-f][1,4]oxazepine FC1=CN=CC=2[C@H]3NC[C@@H](OC21)C3